C(C=C)(=O)N1[C@@H](CCCC1)C=1N(C(=C(N1)C1=CC=C(C=C1)C(NC1=NC=CC(=C1)C)=O)C(=O)N)N (S)-2-(1-acryloylpiperidin-2-yl)-1-amino-4-(4-((4-methylpyridin-2-yl)carbamoyl)phenyl)-1H-imidazole-5-carboxamide